2-amino-1-(4-(1-(m-tolyl)-1H-indazol-6-yl)piperazin-1-yl)ethan-1-one NCC(=O)N1CCN(CC1)C1=CC=C2C=NN(C2=C1)C=1C=C(C=CC1)C